5-amino-3-(octahydroindolizin-7-yl)-benzofuran NC=1C=CC2=C(C(=CO2)C2CCN3CCCC3C2)C1